C(CCCC)SCSCCCCCCCCC1(OCC(O1)CCO)CCCCCCCCSCSCCCCC 2-(2,2-Bis(8-(((pentylthio)methyl)thio)octyl)-1,3-dioxolan-4-yl)ethan-1-ol